N-(4-cyano-3-(pyridin-2-yl)phenyl)-3-methyl-6-azabicyclo[3.1.1]heptane-6-carboxamide C(#N)C1=C(C=C(C=C1)NC(=O)N1C2CC(CC1C2)C)C2=NC=CC=C2